(S)-2-(1-(4-chloro-1-methyl-1H-pyrazol-5-yl)cyclopropane-1-carboxamido)-4-((2-isopropoxyethyl)(4-(5,6,7,8-tetrahydro-1,8-naphthyridin-2-yl)butyl)amino)butanoic acid ClC=1C=NN(C1C1(CC1)C(=O)N[C@H](C(=O)O)CCN(CCCCC1=NC=2NCCCC2C=C1)CCOC(C)C)C